tert-butyl (tert-butoxycarbonyl)(6-chloro-5-(trifluoromethyl)pyridazin-3-yl)carbamate C(C)(C)(C)OC(=O)N(C(OC(C)(C)C)=O)C=1N=NC(=C(C1)C(F)(F)F)Cl